4-[4-(benzyloxy)-2-methoxy-6-toluoxy]-2,3,5,6-tetramethylbenzoic acid C(C1=CC=CC=C1)OC1=CC(=C(C(=C1)OC1=C(C(=C(C(=O)O)C(=C1C)C)C)C)C)OC